1-[6-(5,6-difluoro-1H-indazol-3-yl)-3,4-dihydro-2H-1,5-naphthyridin-1-yl]ethanone FC=1C=C2C(=NNC2=CC1F)C=1N=C2CCCN(C2=CC1)C(C)=O